C(C=C)OC1=CC=C(C=CC2=C(C(=CC(=C2)OC)OC)C=2N(C=CN2)CCC)C=C1 2-(4-(allyloxy)styryl-4,6-dimethoxyphenyl)-1-propyl-1H-imidazole